CC1=CC(=C(CO)C=C1)C(F)(F)F 4-methyl-2-(trifluoromethyl)benzyl alcohol